ClC1=NC=C2C3(CN(CC2=C1)C[C@@H](CN1CC2=CC=CC=C2CC1)O)CC3 (R)-7'-chloro-2'-(3-(3,4-dihydroisoquinoline-2(1H)-yl)-2'-hydroxypropyl)-2',3'-dihydro-1'H-spiro[cyclopropane-1,4'-[2,6]naphthyridine]